(E)-3-(2-hydroxyphenyl)prop-2-enoic acid methyl ester COC(\C=C\C1=C(C=CC=C1)O)=O